CC1=C(C(=NN1C1(CCOCC1)[2H])O)[N+](=O)[O-] 5-methyl-4-nitro-1-(tetrahydro-2H-pyran-4-yl-4-d)-1H-pyrazol-3-ol